4,7-Bis[5-(2,6-dimethoxyphenyl)-2-thienyl]benzo[c]1,2,5-thiadiazol COC1=C(C(=CC=C1)OC)C1=CC=C(S1)C1=CC=C(C2=NSN=C21)C=2SC(=CC2)C2=C(C=CC=C2OC)OC